chromium 2,5-di-tert-butylhydroquinone C(C)(C)(C)C1=C(O)C=C(C(=C1)O)C(C)(C)C.[Cr]